Methyl-3-chloro-5-(2,6-difluorophenyl)-6H-pyrazolo[1,5-a][1,3,5]benzotriazepine-9-carboxylic acid CC1=NN2C(N=C(NC3=C2C=C(C=C3)C(=O)O)C3=C(C=CC=C3F)F)=C1Cl